1-(2-fluoro-5-sulfamoylbenzoyl)-D-prolinamide FC1=C(C(=O)N2[C@H](CCC2)C(=O)N)C=C(C=C1)S(N)(=O)=O